N-(1-(1-(1-acryloylpiperidin-4-yl)azetidin-3-yl)-3-(difluoromethyl)-1H-pyrazol-4-yl)-6-(1H-pyrazol-4-yl)-2-picolinamide C(C=C)(=O)N1CCC(CC1)N1CC(C1)N1N=C(C(=C1)NC(C1=NC(=CC=C1)C=1C=NNC1)=O)C(F)F